Diethylenetriamine-N-oxide [NH2](CCNCCN)=O